5-(7-(4-(Azetidin-1-ylmethyl)phenyl)-6-methylimidazo[1,2-b]pyridazin-3-yl)-2-(5-methyl-1H-pyrazol-3-yl)-1,8-naphthyridine N1(CCC1)CC1=CC=C(C=C1)C1=CC=2N(N=C1C)C(=CN2)C2=C1C=CC(=NC1=NC=C2)C2=NNC(=C2)C